2-(3,4-dichlorophenyl)-1-ethyl-6-[(4-fluoroimidazol-1-yl)methyl]-4-oxo-pyridine-3-carboxylic acid ClC=1C=C(C=CC1Cl)C=1N(C(=CC(C1C(=O)O)=O)CN1C=NC(=C1)F)CC